FC1=C(C=CC=C1)C1=CN=CNC1=O 5-(2-fluorophenyl)-1H-pyrimidin-6-one